[Cl-].C(C1=CC=CC=C1)[N+](CCCCCCCC)(C)C benzyldimethyloctylazanium chloride